triglycerin tricaprylate C(CCCCCCC)(=O)O.C(CCCCCCC)(=O)O.C(CCCCCCC)(=O)O.OCC(O)CO.OCC(O)CO.OCC(O)CO